1-(cyanomethyl)-1H-indole-5-carboxylic acid C(#N)CN1C=CC2=CC(=CC=C12)C(=O)O